N1=CC=C(C=C1)C1C(C1)C(=O)N 2-(4-pyridyl)cyclopropanecarboxamide